methyl 3,5-diethoxy-2-formyl-4-methylbenzoate C(C)OC=1C(=C(C(=O)OC)C=C(C1C)OCC)C=O